C(C)(C)(C)OC(=O)N1CC2=C(CC1)SC(=C2)C=2C=C(C(=NC2)C(=O)NCC(C(=O)O)(C)C)O 3-(5-(5-(T-Butoxycarbonyl)-4,5,6,7-tetrahydrothieno[3,2-c]pyridin-2-yl)-3-hydroxypicolinamido)-2,2-dimethylpropionic acid